C(C)(C)(C=1C(=C(C=CC1)O)C(C)(C)C)C=1C(=C(C=CC1)O)C(C)(C)C isopropylidene-bis(2-tert-butylphenol)